4-(4-bromo-2,3-difluoro-phenyl)-1-(2-methylallyl)-3-(trifluoromethyl)pyrazole BrC1=C(C(=C(C=C1)C=1C(=NN(C1)CC(=C)C)C(F)(F)F)F)F